NC1=C2N=C(N(C2=NC=N1)CCNS(=O)(=O)C(C)C)SC=1C=C2C(CCC2=CC1I)F Propane-2-sulfonic acid {2-[6-amino-8-(3-fluoro-6-iodo-indan-5-ylsulfanyl)-purin-9-yl]-ethyl}-amide